ethyl 1-[2-(tert-butoxycarbonylamino) ethyl]-6,7-dichloro-indole-2-carboxylate C(C)(C)(C)OC(=O)NCCN1C(=CC2=CC=C(C(=C12)Cl)Cl)C(=O)OCC